N-(2-acetyl-3,5-difluoro-4-(1-methyl-6-oxo-1,6-dihydropyridazin-4-yl)phenyl)propan-yl-2-chloro-5-cyanobenzamide C(C)(=O)C1=C(C=C(C(=C1F)C=1C=NN(C(C1)=O)C)F)CCCNC(C1=C(C=CC(=C1)C#N)Cl)=O